N[C@@H]([C@@H](C)CC)C(=O)O Iso-leucine